C(=O)=C1CCC(CC1)N1CCCCC1 4-carbonylcyclohexyl-piperidine